C1(CCCCC1)OC1=CC=C(C=C1)N1N=C(C(C1=O)C(=O)NC1=CC(=CC=C1)C(C)(F)F)C 1-[4-(cyclohexyloxy)phenyl]-N-[3-(1,1-difluoroethyl)phenyl]-3-methyl-5-oxo-4H-pyrazole-4-carboxamide